ClC=1N=C(C2=C(N1)C(=C(N=C2)C2=CC=CC1=CC=C(C(=C21)C#C)F)F)Cl 2,4-dichloro-7-(8-ethynyl-7-fluoronaphthalen-1-yl)-8-fluoropyrido-[4,3-d]-pyrimidine